ClC1=CC(=C(C=C1)COC1=CC=NN1C1CCN(CC1)CC1=NC2=C(N1CC1=CN=CN1CC)C=C(C=C2)C(=O)O)F 2-[(4-{5-[(4-chloro-2-fluorophenyl)methoxy]-1H-pyrazol-1-yl}piperidin-1-yl)methyl]-1-[(1-ethyl-1H-imidazol-5-yl)methyl]-1H-benzimidazole-6-carboxylic acid